(2S,4aR,6R,7R,8S,8aR)-7-acetoxy-2-phenyl-8-(4-(3,4,5-trifluorophenyl)-1H-1,2,3-triazol-1-yl)hexahydropyrano[3,2-d][1,3]dioxine-6-carboxylic acid C(C)(=O)O[C@@H]1[C@H]([C@H]2O[C@H](OC[C@H]2O[C@H]1C(=O)O)C1=CC=CC=C1)N1N=NC(=C1)C1=CC(=C(C(=C1)F)F)F